ClCC1=NC=CN1C[C@@H](O)CC (S)-2-(chloromethyl)-3-(oxabutan-2-ylmethyl)-3H-imidazole